7-bromo-N-(2,4-dimethoxybenzyl)-5-((2-(trimethylsilyl)ethoxy)methyl)-5H-pyrrolo[3,2-d]pyrimidin-4-amine BrC1=CN(C2=C1N=CN=C2NCC2=C(C=C(C=C2)OC)OC)COCC[Si](C)(C)C